C1(CCCCC1)P(C1=C(C=CC=C1)C1=C(C=CC=C1OC)OC)C1CCCCC1 dicyclohexyl-[2-(2,6-Dimethoxyphenyl)phenyl]phosphan